((2-(6-aminopyridin-3-yl)-6-((R)-3-methyl-morpholino)pyrimidin-4-yl)imino)(cyclopropyl)-(methyl)-λ6-sulfanone NC1=CC=C(C=N1)C1=NC(=CC(=N1)N=S(=O)(C)C1CC1)N1[C@@H](COCC1)C